naphthalen-1-yl-(9-pentyl-9H-carbazol-3-yl)methanone C1(=CC=CC2=CC=CC=C12)C(=O)C=1C=CC=2N(C3=CC=CC=C3C2C1)CCCCC